C[Al](C)C tri-methylaluminium